7-{5-bromo-4-[(3-methyloxetan-3-yl)amino]pyridin-2-yl}pyrrolo[1,2-b]pyridazine-3-carbonitrile BrC=1C(=CC(=NC1)C1=CC=C2N1N=CC(=C2)C#N)NC2(COC2)C